N-ethyl-valerolactam C(C)N1C(CCCC1)=O